ClC1=C(C=C(C(=C1)B1OC(C(O1)(C)C)(C)C)C)C=1C=NN(C1C)CCOC 4-[2-chloro-5-methyl-4-(4,4,5,5-tetramethyl-1,3,2-dioxaborolan-2-yl)phenyl]-1-(2-methoxyethyl)-5-methyl-pyrazole